racemic-isoxazol-5(4H)-one O1N=CCC1=O